N[C@H](CC(=O)N1CCC(CC1)C=1C=C2C(=C(NC2=CC1)C1=C2C(=NC=C1)NN=C2)C(C)C)C (S)-3-amino-1-(4-(3-isopropyl-2-(1H-pyrazolo[3,4-b]pyridin-4-yl)-1H-indol-5-yl)piperidin-1-yl)butan-1-one